3-((3-phenylcyclopentyl)amino)benzoic acid C1(=CC=CC=C1)C1CC(CC1)NC=1C=C(C(=O)O)C=CC1